COC1=CC(=CC2=C1C(=NO2)NS(=O)(=O)C2=C(C=CC=C2)OC)CN2CCC(CC2)C(C(=O)N)=C (1-((4-methoxy-3-((2-methoxyphenyl)sulfonamido)benzo[d]isoxazol-6-yl)methyl)piperidin-4-yl)acrylamide